6-(2-(5'-fluoro-2'-methyl-[1,1'-biphenyl]-3-yl)-2-hydroxyacetyl)-2-(1-phenylcyclopropyl)-5,6,7,8-tetrahydropyrido[4,3-d]pyrimidin-4(3H)-one FC=1C=CC(=C(C1)C1=CC(=CC=C1)C(C(=O)N1CC2=C(N=C(NC2=O)C2(CC2)C2=CC=CC=C2)CC1)O)C